C(C1=CC(OC)=C(O)C=C1)(=O)O.C(C1=CC(OC)=C(O)C=C1)(=O)O.C(C1=CC(OC)=C(O)C=C1)(=O)O.CCCCCC Hexane trivanillate